C(C)(=O)N[C@@H](CC(C)C)C(=O)O ACETYL-L-LEUCIN